methyl 6-(2-chloro-8,8-dimethyl-7,8-dihydro-6H-cyclopenta[e]pyrazolo[1,5-a]pyrimidine-6-carboxamido)-2-methoxy-3-(1H-pyrazol-1-yl)isonicotinate ClC1=NN2C(N=CC3=C2C(CC3C(=O)NC=3N=C(C(=C(C(=O)OC)C3)N3N=CC=C3)OC)(C)C)=C1